C(C)(C)NN 1-Isopropylhydrazine